C1[C@H]2C[C@@]34[C@@]1([C@]35COC(=O)C5=C2)C=CC6=C4[C@H](OC6=O)C7=COC=C7 The molecule is a diterpenoid with a rearranged neo-clerodane skeleton isolated from Salvia leucantha and has been shown exhibit antineoplastic activity. It has a role as a metabolite and an antineoplastic agent. It is a diterpenoid, a gamma-lactone, a member of furans and a bridged compound.